methyl (S)-2-(3-(2-(dimethylamino) ethyl)-4,5-dimethyl-6-oxopyridazin-1(6H)-yl)-4-methylpentanoate CN(CCC1=NN(C(C(=C1C)C)=O)[C@H](C(=O)OC)CC(C)C)C